ClC1=CC=C(C=C1)C=1N(C(=CN1)C)C 2-(4-chlorophenyl)-1,5-dimethyl-1H-imidazole